N-(2-Aminophenyl)-5-(4-(7-((3,5-dimethoxyphenyl)(2-(isopropylamino)ethyl)amino)quinoxaline-2-yl)-1H-pyrazol-1-yl)pentanamide NC1=C(C=CC=C1)NC(CCCCN1N=CC(=C1)C1=NC2=CC(=CC=C2N=C1)N(CCNC(C)C)C1=CC(=CC(=C1)OC)OC)=O